ClC=1C=C(C=C2CNC(C12)=O)C1=NNC(SC1C)=O 7-chloro-5-(6-methyl-2-oxo-3,6-dihydro-2H-1,3,4-thiadiazin-5-yl)-2,3-dihydro-1H-isoindol-1-one